BrC1=CC(=C(C(=C1)[N+](=O)[O-])/C=C(/C(=O)OCC)\CC#N)I ethyl (E)-3-(4-bromo-2-iodo-6-nitro-phenyl)-2-(cyanomethyl)prop-2-enoate